2-(3-(aminomethyl)-1-(4-(trifluoromethoxy)phenyl)-1H-pyrazolo[3,4-b]pyridin-4-yl)propan-2-ol NCC1=NN(C2=NC=CC(=C21)C(C)(C)O)C2=CC=C(C=C2)OC(F)(F)F